phenylmethylenebis(Tricyclohexylphosphine) ruthenium dichloride [Ru](Cl)Cl.C1(=CC=CC=C1)C(P(C1CCCCC1)(C1CCCCC1)C1CCCCC1)P(C1CCCCC1)(C1CCCCC1)C1CCCCC1